6-amino-2-(N,N-bis-tert-butoxycarbonylamino)-4,5-dihydro-1H-naphtho[1,2-d]imidazole NC1=C2CCC3=C(NC(=N3)N(C(=O)OC(C)(C)C)C(=O)OC(C)(C)C)C2=CC=C1